NC1CCC(CC1)C1(CN(C(=O)N)C)CC(=CC=C1)OC(CCC)CC (1-(4-aminocyclohexyl)-3-(4-n-hexyloxy)benzyl)-1-methylurea